CN1C(=NC2=C(C=C(C=C2C1=O)C)[C@@H](C)NC1=C(C(=O)O[C@H]2[C@@H]([C@H]([C@@H]([C@H](O2)C(=O)OCC2=CC=CC=C2)O)O)O)C=CC=C1)N1CCOCC1 benzyl (2S,3S,4S,5R,6S)-6-[2-[[(1R)-1-(3,6-dimethyl-2-morpholino-4-oxo-quinazolin-8-yl)ethyl]amino]benzoyl]oxy-3,4,5-trihydroxy-tetrahydropyran-2-carboxylate